tert-butyl (2R,3S,4S)-3-{[(2-{3-[(tert-butoxycarbonyl) amino]azetidin-1-yl}ethyl)carbamoyl]oxy}-4-[(tert-butoxycarbonyl)oxy]-2-[(4-methoxyphenyl)methyl]pyrrolidine-1-carboxylate C(C)(C)(C)OC(=O)NC1CN(C1)CCNC(=O)O[C@H]1[C@H](N(C[C@@H]1OC(=O)OC(C)(C)C)C(=O)OC(C)(C)C)CC1=CC=C(C=C1)OC